The molecule is a kaempferol O-glucoside that consists of kaempferol attached to a alpha-L-[6'''-p-coumaroyl-beta-D-glucopyranosyl-(1->2)-rhamnopyranosyl] moiety at position 3 and a beta-D-glucopyranosyl moiety at position 7 via glycosidic linkages. Isolated from Ginkgo biloba and Mentha lavandulacea, it exhibits antioxidant activity. It has a role as a metabolite and an antioxidant. It is a cinnamate ester, a kaempferol O-glucoside and a beta-D-glucoside. It derives from a trans-4-coumaric acid. C[C@H]1[C@@H]([C@H]([C@H]([C@@H](O1)OC2=C(OC3=CC(=CC(=C3C2=O)O)O[C@H]4[C@@H]([C@H]([C@@H]([C@H](O4)CO)O)O)O)C5=CC=C(C=C5)O)O[C@H]6[C@@H]([C@H]([C@@H]([C@H](O6)COC(=O)/C=C/C7=CC=C(C=C7)O)O)O)O)O)O